CO[Si]([O-])([O-])[O-].[Na+].[Na+].[Na+] sodium methyl-silicate salt